C(CCCCCCCCCCCCCCCCCCCCCCCCCCCCC)C1=CC=C(N)C=C1 4-Triacontylaniline